3-[4-[4-methyl-sulfonyl-2-(trifluoromethyl)phenyl]phenyl]azetidine CS(=O)(=O)C1=CC(=C(C=C1)C1=CC=C(C=C1)C1CNC1)C(F)(F)F